3-(sec-butyl)-6-fluoro-N-methyl-2-oxo-1,2,3,5-tetrahydro-4H-pyrido[3,4-e][1,4]diazepine-4-carboxamide C(C)(CC)C1N(CC2=C(NC1=O)C=NC=C2F)C(=O)NC